6-chloro-3-[hydroxy-(3-methylisoxazol-5-yl)methylene]-5-[4-(pyrimidin-2-ylmethoxy)phenyl]indolin-2-one ClC1=C(C=C2C(C(NC2=C1)=O)=C(C1=CC(=NO1)C)O)C1=CC=C(C=C1)OCC1=NC=CC=N1